CN(C)CC1=CC=C(C=C1)S(=O)(=O)NC1=C(C=CC=C1)N1CCCCC1 4-((dimethylamino)methyl)-N-(2-(piperidin-1-yl)phenyl)benzenesulfonamide